ClC=1C=C(CNC2=CC(=NC3=CC=C(C=C23)C=2C(=NOC2C)C)C(=O)NC2CCN(CC2)C)C=CC1 4-((3-chlorobenzyl)amino)-6-(3,5-dimethylisoxazol-4-yl)-N-(1-methylpiperidin-4-yl)quinoline-2-carboxamide